5-fluoro-3,4-dihydro-1H-isoquinoline-2-carboxylic acid tert-butyl ester C(C)(C)(C)OC(=O)N1CC2=CC=CC(=C2CC1)F